ClC=1N=C2C(NC(N(C2=NC1C1=C(C=CC=C1)F)C=1C(=NC=CC1C)C(C)C)=O)=O 6-Chloro-7-(2-fluorophenyl)-1-(2-isopropyl-4-methylpyridin-3-yl)pteridine-2,4(1H,3H)-dione